6-((6-(2-(2-aminopyridin-3-yl)-5-phenyl-3H-imidazo[4,5-b]pyridin-3-yl)-2-methylpyridin-3-yl)carbamoyl)spiro[3.3]heptane-2-carboxylic acid NC1=NC=CC=C1C1=NC=2C(=NC(=CC2)C2=CC=CC=C2)N1C1=CC=C(C(=N1)C)NC(=O)C1CC2(CC(C2)C(=O)O)C1